Cl.CC1=C(OCC(C)NCC)C(=CC=C1)C 1-(2,6-dimethyl-phenoxy)-2-ethylaminopropane hydrochloride